C(C)C=1C(=NC2=CC(=C(C=C2C1)F)C(=O)N1[C@H](CN(CC1)C(=O)OC(C)(C)C)CCO)OC tert-butyl (S)-4-(3-ethyl-6-fluoro-2-methoxyquinoline-7-carbonyl)-3-(2-hydroxyethyl)piperazine-1-carboxylate